NC=1C(NC2=CC=CC=C2C1)=O 3-aminoquinolin-2(1H)-one